2-(4-chlorophenoxy)-N-[(3R,6S)-6-(6-chloro-4-methyl-3,4-dihydro-1H-isoquinoline-2-carbonyl)tetrahydropyran-3-yl]acetamide ClC1=CC=C(OCC(=O)N[C@H]2CO[C@@H](CC2)C(=O)N2CC3=CC=C(C=C3C(C2)C)Cl)C=C1